O1CCN(CC1)CC1(COC1)CC1=C(C=CC(=C1)N)N ((3-(morpholinomethyl)oxetan-3-yl)methyl)benzene-1,4-diamine